CN(CCOCNC)CC 4-oxa-2,7-diaza-7-methyl-nonan